2,4,6-Trimethylbenzyl (2-((S)-1-(2,3-difluorobenzyl)-5-oxopyrrolidin-2-yl)acetyl)-L-valinate FC1=C(CN2[C@@H](CCC2=O)CC(=O)N[C@@H](C(C)C)C(=O)OCC2=C(C=C(C=C2C)C)C)C=CC=C1F